ClC=1C2=C(C(=NN1)C1=C(C=CC=C1)OCCOC)CCC2(F)F 4-chloro-5,5-difluoro-1-[2-(2-methoxyethoxy)phenyl]-6,7-dihydrocyclopenta[d]pyridazine